[Cl-].OC(C[N+](C)(C)C)CO 2,3-dihydroxypropyl-trimethyl-ammonium chloride